C1(CC1)C=1C(=NON1)C(=O)N[C@@H](CC(C(F)(F)F)(C)C)C1=NC2=C(N1)C=C(C=C2)[C@H](NC(C[C@H](C(F)(F)F)C)=O)C2CC2 |o1:33| 4-Cyclopropyl-N-((S)-1-(6-((R)-cyclopropyl((R*)-4,4,4-trifluoro-3-methylbutanamido)methyl)-1H-benzo[d]imidazol-2-yl)-4,4,4-trifluoro-3,3-dimethylbutyl)-1,2,5-oxadiazole-3-carboxamide